ClC=1C=C(C2=C(C=C(O2)[C@H](C)NC(=O)C=2C=NN3C2N=CC=C3)C1)C(=O)O[C@@H](C(F)(F)F)C (R)-1,1,1-Trifluoropropan-2-yl 5-chloro-2-((S)-1-(pyrazolo[1,5-a]pyrimidine-3-carboxamido)ethyl)benzofuran-7-carboxylate